ClC1=NN=C2N1C1=CC=CC=C1C(=N2)N(C)C2=C(C(=CC=C2)C2=NC=C(N=C2)C2CC2)F chloro-N-(3-(5-cyclopropylpyrazin-2-yl)-2-fluorophenyl)-N-methyl-[1,2,4]triazolo[4,3-a]quinazolin-5-amine